C12(CCC(CC1)(CC2)C(=O)N2C[C@H]([C@@H](C2)C(=O)NC2C(C2)C2=CC=CC=C2)C(=O)N[C@@H]2[C@H](C2)C2=CC=CC=C2)C(=O)N2C[C@H]([C@@H](C2)C(=O)N[C@@H]2[C@H](C2)C2=CC=CC=C2)C(=O)N[C@@H]2[C@H](C2)C2=CC=CC=C2 (3S,3'S,4S,4'S)-1,1'-(bicyclo[2.2.2]octane-1,4-dicarbonyl)bis(N3,N4-bis((1S,2R)-2-phenylcyclopropyl)pyrrolidine-3,4-dicarboxamide)